CN1C(CCC1(C)C)(C)C 1,2,2,5,5-pentamethylpyrrolidine